ClC1=CC(=C(C=C1)C1C(C(NC1CC1(CCC1)C)C(=O)O)C1=CC(=CC=C1)Cl)F 4-(4-chloro-2-fluorophenyl)-3-(3-chlorophenyl)-5-((1-methylcyclobutyl)methyl)pyrrolidine-2-carboxylic acid